((3aR,6aS)-5-(4,6-dimethylpyrimidin-2-yl)-3a,6a-difluorohexahydropyrrolo[3,4-c]pyrrol-2(1H)-yl)(2-fluoro-6-(2H-1,2,3-triazol-2-yl)phenyl)methanone CC1=NC(=NC(=C1)C)N1C[C@]2([C@@](C1)(CN(C2)C(=O)C2=C(C=CC=C2N2N=CC=N2)F)F)F